COCCOCCOCCOCCOCC(C)O 2,5,8,11,14-pentaoxaheptadecan-16-ol